ClC=1C=CC(=C(C1)C#CC=1C=CC(=NC1)C(=O)O)NS(=O)(=O)C=1C=CC=C2C=CC=NC12 5-{2-[5-chloro-2-(quinoline-8-sulfonamido)phenyl]ethynyl}pyridine-2-carboxylic acid